(Z)-1-(4-amino-2-fluoro-but-2-en-1-yl)-4-(5-(N,N-diethylsulfamoyl)-2-methoxyphenyl)-1H-benzo[d]imidazole-6-carboxylic acid methyl ester hydrochloride Cl.COC(=O)C=1C=C(C2=C(N(C=N2)C/C(=C/CN)/F)C1)C1=C(C=CC(=C1)S(N(CC)CC)(=O)=O)OC